C1(=CC=CC=C1)C=1SC(=CC1C=1N=C(SC1C1=C(SC(=C1)C1=CC=CC=C1)C1=CC=CC=C1)C1=CC=CC=C1)C1=CC=CC=C1 4,5-bis(2,5-diphenylthiophen-3-yl)-2-phenylthiazole